ClC1=NC2=C(C=CC=C2C(=N1)N(C1=CC=CC=C1)C)F 2-chloro-8-fluoro-N-methyl-N-Phenylquinazolin-4-amine